ClC1=C(C=C(C=C1F)N1CC(C=2C=C(N=CC2C1)C(=O)O)C1CCCC1)F 7-(4-chloro-3,5-difluorophenyl)-5-cyclopentyl-5,6,7,8-tetrahydro-2,7-naphthyridine-3-carboxylic acid